[K].C1(C=2C(C(N1)=O)=CC=CC2)=O phthalimide potassium salt